O[C@@H]1C[C@H](N(C1)C(=O)[C@@H](NC(CCOCCOCCOCCOCCOCCC(=O)O)=O)C(C)(C)C)C(N[C@@H](C)C1=CC=C(C=C1)C1=C(N=CS1)C)=O (S)-21-((2S,4R)-4-hydroxy-2-(((S)-1-(4-(4-methylthiazol-5-yl)phenyl)ethyl)carbamoyl)pyrrolidine-1-carbonyl)-22,22-dimethyl-19-oxo-4,7,10,13,16-pentaoxa-20-azatricosanoic acid